[O].O=C1C(O)=C(O)[C@H](O1)[C@@H](O)CO L-ascorbic acid oxygen